C(N)(O[C@@H](CO)CC1=CC=CC=C1)=O (R)-(1-hydroxy-3-phenylpropan-2-yl) carbamate